4-[5-Cyano-6-[(2,2-difluoro-1,3-benzodioxol-5-yl)methoxy]-2-(difluoromethyl)pyridine-3-carbonyl]-N-ethyl-piperazine-1-sulfonamide C(#N)C=1C=C(C(=NC1OCC1=CC2=C(OC(O2)(F)F)C=C1)C(F)F)C(=O)N1CCN(CC1)S(=O)(=O)NCC